bis(2,2,6,6-tetramethyl-4-piperidinyl)hexane-1,6-diamine CC1(NC(CC(C1)C(CCCCCN)(N)C1CC(NC(C1)(C)C)(C)C)(C)C)C